N1=C(C=CC=C1)CNCC1=CC=C(C=C1)CN(C1CCCC=2C=CC=NC12)C[C@@H]1NCCC1 N-(2-pyridylmethyl)-N'-[2-(R)-pyrrolidinylmethyl]-N'-(5,6,7,8-tetrahydro-8-quinolinyl)-1,4-xylylenediamine